dimethyl-bis(4-cyanatophenyl)silane C[Si](C1=CC=C(C=C1)OC#N)(C1=CC=C(C=C1)OC#N)C